C1(CC1)N1CCC(CC1)NC1=C2C(=NC3=CC(=C(N=C13)OC)OC)CCCCC2 1-cyclopropyl-N-{2,3-dimethoxy-6H,7H,8H,9H,10H-cyclohepta[b]1,5-naphthyridin-11-yl}piperidin-4-amine